FC=1C=2N(C=C(C1)NC1=NNC3=CC(=CC(=C13)P(C)(C)=O)N1CCNCC1)C=C(N2)C (3-((8-fluoro-2-methylimidazo[1,2-a]pyridin-6-yl)amino)-6-(piperazin-1-yl)-1H-indazol-4-yl)dimethylphosphine oxide